ClC=1C=C(C=NC1N1N=CC=N1)NC(=O)C=1C=NN(C1C(F)(F)F)C1=CN=CC2=CC=CC=C12 N-(5-chloro-6-(2H-1,2,3-triazol-2-yl)pyridin-3-yl)-1-(isoquinolin-4-yl)-5-(trifluoromethyl)-1H-pyrazole-4-carboxamide